FC(C1=CC=C(C=C1)[C@@H](N1C[C@@H](N(C[C@H]1C)C=1C=2N=C(N(C2N2C(N1)=NN=C2)C[C@H]2OCCC2)C)C)C2=CC=C(C=C2)OC)F 4-((2S,5R)-4-((R)-(4-(difluoromethyl)phenyl)(4-methoxyphenyl)methyl)-2,5-dimethylpiperazin-1-yl)-2-methyl-1-(((S)-tetrahydrofuran-2-yl)methyl)-1H-[1,2,4]triazolo[3,4-b]purine